Di-Isotridecylsulfosuccinat C(CCCCCCCCCC(C)C)C(C(C(=O)[O-])S(=O)(=O)O)(C(=O)[O-])CCCCCCCCCCC(C)C